OC1=CC=C(C=C1)\C=C\C(=O)C1=CC(=CC=C1)Br 4-hydroxy-3'-bromochalcone